bis(butyldimethoxysilylpropyl) trisulfide C(CCC)[Si](OC)(OC)CCCSSSCCC[Si](OC)(OC)CCCC